5-methyl-4-nitro-1-tetrahydropyran-4-yl-pyrazol-3-ol CC1=C(C(=NN1C1CCOCC1)O)[N+](=O)[O-]